N-(3-(7-oxo-5,6,7,8-tetrahydro-1,8-naphthyridin-4-yl)benzyl)sulfamide O=C1CCC=2C(=CC=NC2N1)C=1C=C(CNS(=O)(=O)N)C=CC1